CN(CCCC(=O)O)N=O 4-(methyl-(nitroso)amino)butanoic acid